C(=O)(OC(C)(C)C)NNC1=NC=C(C(=O)O)C=C1 6-(N'-Boc-hydrazino)-nicotinic acid